BrC1=NN(C(=C1)Br)C1=CC(=CC=C1)OC1CC1 3,5-dibromo-1-(3-cyclopropyloxyphenyl)-1H-pyrazole